C(C1=CC=CC=C1)C1CCN(CC1)CC=1C=CC=2N(C1)C=C(N2)CNC(=O)C=2N=C1N(C(C2)=O)C=CC=C1 N-({6-[(4-benzylpiperidin-1-yl)methyl]imidazo[1,2-a]pyridin-2-yl}methyl)-4-oxo-4H-pyrido[1,2-a]pyrimidine-2-carboxamide